(R)-tert-Butyl 3-((((E)-4-(1,3-dioxoisoindolin-2-yl)but-2-en-1-yl)((S)-5,6,7,8-tetrahydroquinolin-8-yl)amino)methyl)-3,4-dihydroisoquinoline-2(1H)-carboxylate O=C1N(C(C2=CC=CC=C12)=O)C/C=C/CN([C@H]1CCCC=2C=CC=NC12)C[C@@H]1N(CC2=CC=CC=C2C1)C(=O)OC(C)(C)C